2-(piperazin-1-yl)pyrimidin-4-amine N1(CCNCC1)C1=NC=CC(=N1)N